FC(C1=NN=C2N1CCNC2)(F)F 5,6,7,8-tetrahydro-3-(trifluoromethyl)[1,2,4]triazolo[4,3-a]pyrazine